ClC=1C(=NC(=NC1)NC1=C(C=C(C=C1)N1CCC(CC1)NC(CCCNC1=C2CN(C(C2=CC=C1)=O)C1C(NC(CC1)=O)=O)=O)OC)NC1=C(C=CC=C1)P(=O)(C)C N-(1-(4-((5-chloro-4-((2-(dimethylphosphoryl)phenyl)amino)pyrimidin-2-yl)amino)-3-methoxyphenyl)piperidin-4-yl)-4-((2-(2,6-dioxopiperidin-3-yl)-1-oxoisoindolin-4-yl)amino)butanamide